CN1N=CC=2C1=NC(=NC2)C(=O)OC methyl 1-methylpyrazolo[3,4-d]pyrimidine-6-carboxylate